O1C2=C(OCC1)C=C(C=C2)S(=O)(=O)N2CC1=C(C2)CN(C1)C([C@@H](CNC(OC(C)(C)C)=O)C1=CC=CC=C1)=O tert-butyl (R)-(3-(5-((2,3-dihydrobenzo[b][1,4]dioxin-6-yl)sulfonyl)-3,4,5,6-tetrahydropyrrolo[3,4-c]pyrrol-2(1H)-yl)-3-oxo-2-phenylpropyl)carbamate